N-(4-(1-(cyclopropanecarbonyl)indolin-5-yl)-5-methylthiazol-2-yl)-2-(3-((5-((2-(2,6-dioxopiperidin-3-yl)-1,3-dioxoisoindolin-5-yl)oxy)-3-methylpentyl)oxy)phenyl)acetamide C1(CC1)C(=O)N1CCC2=CC(=CC=C12)C=1N=C(SC1C)NC(CC1=CC(=CC=C1)OCCC(CCOC=1C=C2C(N(C(C2=CC1)=O)C1C(NC(CC1)=O)=O)=O)C)=O